rac-(2R,3S)-2,3-bis(hydroxymethyl)-7-azabicyclo[2.2.1]heptane-7-carboxylic acid tert-butyl ester C(C)(C)(C)OC(=O)N1C2[C@@H]([C@@H](C1CC2)CO)CO |r|